2-amino-1-(3-methoxy-2,6-dimethylphenyl)-5,6-dimethyl-4-oxopyrrolo[3,2-c]pyridine-3-carboxamide NC1=C(C=2C(N(C(=CC2N1C1=C(C(=CC=C1C)OC)C)C)C)=O)C(=O)N